C(C)(C)(C)OC(=O)N1[C@H]([C@@](CCC1)(CC=C)N)COC1CCC(CC1)OCC1=CC=CC=C1 |o1:8,9| tert-butyl-rel-(2R,3R)-3-amino-2-({[4-(benzyloxy)cyclohexyl]oxy}methyl)-3-(prop-2-en-1-yl)piperidine-1-carboxylate